C(SC(C)(C)C)([S-])=S tert-butyl trithiocarbonate